COCCNCC=1C=C2C(C(=COC2=C(C1)C)C=1C=C(C=CC1)C1(CC(C1)C#N)C1=NN=CN1C)=O 3-[3-[6-[(2-methoxyethylamino)methyl]-8-methyl-4-oxo-chromen-3-yl]phenyl]-3-(4-methyl-1,2,4-triazol-3-yl)cyclobutanecarbonitrile